FC1(CC=C(CC1)C1=CC=C(C(=N1)C#C)F)F 6-(4,4-difluorocyclohex-1-en-1-yl)-2-ethynyl-3-fluoropyridine